N-(3-(3'-chloro-6-methoxy-5-((((5-oxopyrrolidin-2-yl)methyl)amino)methyl)-[2,4'-bipyridin]-2'-yl)-2-methylphenyl)-5-(((2-hydroxyethyl)amino)methyl)-3-methylpicolinamide ClC=1C(=NC=CC1C1=NC(=C(C=C1)CNCC1NC(CC1)=O)OC)C=1C(=C(C=CC1)NC(C1=NC=C(C=C1C)CNCCO)=O)C